C1(=CC=C(C=C1)P(OC1=C(C=C(C=C1)C(C)(C)C)C(C)(C)C)OC1=C(C=C(C=C1)C(C)(C)C)C(C)(C)C)C1=CC=C(C=C1)P(OC1=C(C=C(C=C1)C(C)(C)C)C(C)(C)C)OC1=C(C=C(C=C1)C(C)(C)C)C(C)(C)C tetrakis(2,4-di-tert-butylphenyl) (1,1-biphenyl)-4,4'-diylbisphosphonite